(1r,2s)-REL-2-(3,4-difluorophenyl)cyclopropylamine FC=1C=C(C=CC1F)[C@H]1[C@@H](C1)N |o1:8,9|